4-[7-[2-(tert-butoxycarbonylamino)-3-cyano-7-fluoro-benzothien-4-yl]-6-chloro-8-fluoro-2-methylsulfanyl-quinazolin-4-yl]piperazine-1-carboxylic acid tert-butyl ester C(C)(C)(C)OC(=O)N1CCN(CC1)C1=NC(=NC2=C(C(=C(C=C12)Cl)C1=CC=C(C2=C1C(=C(S2)NC(=O)OC(C)(C)C)C#N)F)F)SC